FC(C1=NC=CC(=C1)NC(OC1=CC=CC=C1)=O)(F)F phenyl (2-(trifluoromethyl) pyridin-4-yl)carbamate